N-methyl-1,1-dioxo-N-{(1S)-2,2,2-trifluoro-1-[4-({7-[(1S)-1-methoxyethyl]-2-methyl[1,3]thiazolo[5,4-b]pyridin-6-yl}amino)phenyl]ethyl}-1λ6-thiane-4-carboxamide CN(C(=O)C1CCS(CC1)(=O)=O)[C@H](C(F)(F)F)C1=CC=C(C=C1)NC=1C(=C2C(=NC1)SC(=N2)C)[C@H](C)OC